C(C)C=1C(=CC=C2C=C(C=C(C12)C1C(CCC(C(N1)C=1C2=C(N=C(N1)OC[C@]13CCCN3C[C@@H](C1)F)C(=CN=C2)F)O)O)O)F 7-(8-ethyl-7-fluoro-3-hydroxynaphthalen-1-yl)-8-fluoro-2-(((2R,7aS)-2-fluorohexahydro-1H-pyrrolizin-7a-yl)methoxypyrido[4,3-d]pyrimidin-4-yl)azepane-3,6-diol